C1(=C(C(=CC(=C1)C)C)S(=O)(=O)OC=1C=C(C=CC1)NC(NC1=CC(=CC=C1)OS(=O)(=O)C1=C(C=C(C=C1C)C)C)=O)C di-[3-(mesitylenesulfonyloxy)phenyl]urea